2-[1-oxo-6-(trifluoromethoxy)-2,3-dihydro-1H-isoindol-2-yl]ethan O=C1N(CC2=CC=C(C=C12)OC(F)(F)F)CC